3-(2,6-dichloro-4-(2,4-difluorophenyl)pyridin-3-yl)propan-1-ol ClC1=NC(=CC(=C1CCCO)C1=C(C=C(C=C1)F)F)Cl